N-(2-amino-3-fluoro-4-((4-(trifluoromethyl)benzyl)amino)phenyl)undecanamide NC1=C(C=CC(=C1F)NCC1=CC=C(C=C1)C(F)(F)F)NC(CCCCCCCCCC)=O